ClC1=C(COC=2C(=NC(=NC2)NC2=CC=C(C=C2)N2CCN(CC2)C)NC2=C(C=CC=C2)NC(C=C)=O)C(=CC=C1)C N-(2-((5-((2-chloro-6-methylbenzyl)oxy)-2-((4-(4-methylpiperazin-1-yl)phenyl)amino)pyrimidin-4-yl)amino)phenyl)acrylamide